3-(((7-(2-aminopyrimidin-4-yl)-2,3-dihydrofuro[3,2-c]pyridin-4-yl)amino)methyl)-N-(3-methoxypropyl)benzamide NC1=NC=CC(=N1)C=1C2=C(C(=NC1)NCC=1C=C(C(=O)NCCCOC)C=CC1)CCO2